Ethyl trans-1-benzyl-3-hydroxy-3-(nitromethyl)piperidine-4-carboxylate C(C1=CC=CC=C1)N1C[C@@]([C@@H](CC1)C(=O)OCC)(C[N+](=O)[O-])O